CN1N=CC2=C1N(CCC2=O)C(=O)OC(C)(C)C tert-butyl 1-methyl-4-oxo-5,6-dihydropyrazolo[3,4-b]pyridine-7-carboxylate